O=C1N(CCC1)C1=CC=C(C=C1)C(C1=CC=C2C=CC(=NC2=C1O)C)NC1=NC=CC=C1 7-((4-(2-Oxopyrrolidin-1-yl)phenyl)(pyridin-2-ylamino)methyl)-2-methylquinolin-8-ol